BrC1=CC(=C2C(N(C(NC2=C1F)=O)C)=O)F 7-bromo-5,8-difluoro-3-methylquinazoline-2,4(1H,3H)-dione